BrC=1C=NC=C(C1CBr)Br 3,5-dibromo-4-(bromomethyl)pyridine